tert-butyl (S)-2-(((benzyloxy) carbonyl)amino)but-3-enoate C(C1=CC=CC=C1)OC(=O)N[C@H](C(=O)OC(C)(C)C)C=C